1-(2-chlorophenyl)-7-cyclopropyl-4-(((1S,2S)-2-fluorocyclopropyl)amino)-quinazolin-2(1H)-one ClC1=C(C=CC=C1)N1C(N=C(C2=CC=C(C=C12)C1CC1)N[C@@H]1[C@H](C1)F)=O